3-((2S)-2-hydroxy-3-(8-(5-(1-methyl-1H-pyrazol-4-yl)pyridin-3-ylsulfonyl)-1-oxa-8-azaspiro[4.5]dec-3-ylamino)propoxy)-N-methylbenzenesulfonamide O[C@H](COC=1C=C(C=CC1)S(=O)(=O)NC)CNC1COC2(C1)CCN(CC2)S(=O)(=O)C=2C=NC=C(C2)C=2C=NN(C2)C